Ethyl 2-(3,4-dicyanophenyl)-2-(3-oxocyclopentyl)acetate C(#N)C=1C=C(C=CC1C#N)C(C(=O)OCC)C1CC(CC1)=O